cyclooct-4-en-1-yl-glutarate C1(CCC=CCCC1)OC(CCCC(=O)[O-])=O